copper (III) triflate [O-]S(=O)(=O)C(F)(F)F.[Cu+3].[O-]S(=O)(=O)C(F)(F)F.[O-]S(=O)(=O)C(F)(F)F